4-(3-chloro-6-oxo-1H-pyrazolo[4,3-c]pyridazin-5(6H)-yl)-3-fluoro-5-methoxybenzonitrile ClC1=NNC=2C1=NN(C(C2)=O)C2=C(C=C(C#N)C=C2OC)F